CC1=C(C=CC=C1)[Mg].[Br] Bromine (2-methylphenyl)magnesium